undecyl 6-((4-hydroxybutyl)amino)hexanoate undecyl-6-((4-hydroxybutyl)amino)hexanoate C(CCCCCCCCCC)OC(CCCCCNCCCCO)=O.OCCCCNCCCCCC(=O)OCCCCCCCCCCC